methyl 6-(4-(1'-(4-chloro-3-fluorophenyl)-3-(methoxy methyl)-1',2'-dihydrospiro[cyclobutane-1,3'-pyrrolo[3,2-b]pyridine]-5'-carbonyl)-3,3-dimethylpiperazin-1-yl)-2,4-dimethylnicotinate ClC1=C(C=C(C=C1)N1CC2(C3=NC(=CC=C31)C(=O)N3C(CN(CC3)C3=NC(=C(C(=O)OC)C(=C3)C)C)(C)C)CC(C2)COC)F